N-[(1R)-1-{6-[2-(dimethylamino)ethoxy]pyridin-2-yl}ethyl]propionamide CN(CCOC1=CC=CC(=N1)[C@@H](C)NC(CC)=O)C